6-((tert-butoxycarbonyl)amino)-3-(pyrimidin-2-yl)picolinic Acid C(C)(C)(C)OC(=O)NC1=CC=C(C(=N1)C(=O)O)C1=NC=CC=N1